C(CCCCCCCCCCC)NCC(=O)OC(C)(C)C tert-Butyl Dodecylglycinate